COC(C1=CC=C(C=C1)[C@@H](C(=O)OC)CCCCC#N)=O (S)-4-(6-cyano-1-methoxy-1-oxohex-2-yl)benzoic acid methyl ester